OC=1C(=CC(=C2C[C@H](OC(C12)=O)C)C)C1=CC=CC=C1 (R)-8-hydroxy-3,5-dimethyl-7-phenylisochroman-1-one